CC1=CC(=CC=C1C(C)(C)C)C1=CC(=CC(=C1)C)C(C)(C)C 4,4'-dimethyl-5,6'-di-t-butyl-2,2'-biphenyl